6-chloro-3-(((S)-1-(3-ethyl-2-((1R,5S,6R)-6-hydroxy-3-azabicyclo[3.1.0]hexan-3-yl)-6-methyl-4-oxo-3,4-dihydroquinazolin-8-yl)ethyl)amino)picolinic acid ClC1=CC=C(C(=N1)C(=O)O)N[C@@H](C)C=1C=C(C=C2C(N(C(=NC12)N1C[C@@H]2C([C@@H]2C1)O)CC)=O)C